2-((1-isopropyl-1H-pyrazol-3-yl)methyl)-6-(phenylsulfonyl)phthalazin-1(2H)-one C(C)(C)N1N=C(C=C1)CN1C(C2=CC=C(C=C2C=N1)S(=O)(=O)C1=CC=CC=C1)=O